CS(=O)CCC(=O)O 3-(methylsulfinyl)propionic acid